NC(C1CCN(CC1)C(C(CO)O)=O)C1=C(C(=C(C=C1O)Cl)Cl)F 1-[4-[amino(3,4-dichloro-2-fluoro-6-hydroxyphenyl)methyl]Piperidin-1-yl]-2,3-dihydroxypropan-1-one